C[Si]1(O[Si](O[Si](O[Si](O[Si](O1)(C1=CC=CC=C1)C)(C1=CC=CC=C1)C)(C1=CC=CC=C1)C)(C1=CC=CC=C1)C)C1=CC=CC=C1 Pentamethyl-pentaphenyl-cyclopentasiloxane